N1C=NC(=C1)CC(=O)O 2-(1H-imidazole-4-yl)acetic acid